BrCCOC=COCCBr 1,2-Bis(2-bromoethoxy)ethaneN